IC([C@@H](N)C(=O)O)C1=CC=CC=C1 β-Iodo-D-phenylalanine